bromo-tris-(dimethylamino)phosphonium hexafluorophosphate F[P-](F)(F)(F)(F)F.Br[P+](N(C)C)(N(C)C)N(C)C